(3R,7R)-1-mesityl-hexahydrobenzoimidazole C1(=C(C(=CC(=C1)C)C)N1CNC2C1=CCCC2)C